Sodium ((2R,3S,4R,5R)-5-(3-carbamoylpyridin-1-ium-1-yl)-3,4-dihydroxytetrahydrofuran-2-yl)methyl phosphate P(=O)(OC[C@H]1O[C@H]([C@@H]([C@@H]1O)O)[N+]1=CC(=CC=C1)C(N)=O)([O-])[O-].[Na+]